[4-[(3R,4R)-1-ethyl-3-fluoro-4-piperidyl]phenyl]boronic acid C(C)N1C[C@@H]([C@H](CC1)C1=CC=C(C=C1)B(O)O)F